NC(CC(=O)NCC=1C=CC=NC1)C1=CC=CC=C1 5-((3-amino-3-phenyl-propanamido)methyl)-pyridin